N-(5-Bromo-2-chloropyridin-3-yl)benzenesulfonamide BrC=1C=C(C(=NC1)Cl)NS(=O)(=O)C1=CC=CC=C1